ClC1=CC=C(S1)CNC1=CC(=NN1C(=O)C1(CCOCC1)C)C1(NCCC1)C N-[(5-chlorothiophen-2-yl)methyl]-1-(4-methyloxane-4-carbonyl)-3-(2-methylpyrrolidin-2-yl)-1H-pyrazol-5-amine